(R)-1-((7-Cyano-2-(3'-(3-(((S)-3-hydroxy-3-methylpyrrolidin-1-yl)methyl)-1,7-naphthyridin-8-ylamino)-2,2'-dimethylbiphenyl-3-yl)benzo[d]oxazol-5-yl)methyl)pyrrolidin C(#N)C1=CC(=CC=2N=C(OC21)C=2C(=C(C=CC2)C2=C(C(=CC=C2)NC=2N=CC=C1C=C(C=NC21)CN2C[C@@](CC2)(C)O)C)C)CN2CCCC2